dimethyl-phenyl-propoxyphosphine 1-((8-hydroxy-3-methoxy-1,5-naphthyridin-2-yl)oxy)cyclopropane-1-carboxylate OC=1C=CN=C2C=C(C(=NC12)OC1(CC1)C(=O)O)OC.CC(CCOPC1=CC=CC=C1)C